FCCN1C(N(C2=NC(=NC=C12)S(=O)C)C1CCOCC1)=O 7-(2-Fluoroethyl)-2-(methylsulfinyl)-9-(tetrahydro-2H-pyran-4-yl)-7,9-dihydro-8H-purin-8-one